FC1=CC=C(C=C1)N1C(N(C=C(C1=O)C(=O)O)CC=1N=C(SC1)C)=O 3-(4-fluorophenyl)-1-((2-methylthiazol-4-yl)methyl)-2,4-dioxo-1,2,3,4-tetrahydropyrimidine-5-carboxylic acid